(S)-1-(cyclohexylsulfonyl)-N-(2-oxo-2-phenyl-ethyl)piperidine-2-carboxamide C1(CCCCC1)S(=O)(=O)N1[C@@H](CCCC1)C(=O)NCC(C1=CC=CC=C1)=O